[Br-].C(CCCCC)C=1N=C(NC1)CCCN hexyl-3-aminopropyl-imidazole bromide salt